(17Z,20Z)-N,N-dimethylhexacosane-17,20-dien-7-amine CN(C(CCCCCC)CCCCCCCCC\C=C/C\C=C/CCCCC)C